C(CN=C=O)N=C=O dimethylene diisocyanate